ClC1=NC=CC(=C1C)C#CC=1N(C(=C(N1)C#N)C=1C=NC(=CC1)C)C 2-[2-(2-Chloro-3-methyl-4-pyridinyl)ethynyl]-1-methyl-5-(6-methyl-3-pyridinyl)imidazole-4-carbonitrile